N-(5-(4-(2,7-diazaspiro[3.5]nonan-7-yl)pyrido[3,2-d]pyrimidin-6-yl)-2-methoxypyridin-3-yl)-2,6-difluorobenzenesulfonamide trifluoroacetate FC(C(=O)O)(F)F.C1NCC12CCN(CC2)C=2C1=C(N=CN2)C=CC(=N1)C=1C=C(C(=NC1)OC)NS(=O)(=O)C1=C(C=CC=C1F)F